FC1=CC=C(C=C1)C1=NC(=CC=C1C1=CC=CC=C1)C1=CC=CC=C1 2-(4-fluorophenyl)-3,6-diphenylpyridine